2-[(4-hydroxy-9,10-dioxo-anthracene-1-yl)amino]-5-methylbenzenesulfonic acid OC1=CC=C(C=2C(C3=CC=CC=C3C(C12)=O)=O)NC1=C(C=C(C=C1)C)S(=O)(=O)O